behenyl glycidyl ether C(C1CO1)OCCCCCCCCCCCCCCCCCCCCCC